4-((1-methylpyrrolidin-3-yl)oxy)pyrimidin-2-amine CN1CC(CC1)OC1=NC(=NC=C1)N